BrC=1C=C(C(N(C1)C)=O)NC1=NC=C(C=C1)C(=O)N1[C@@H](COC[C@@H]1C)C 5-Bromo-3-(5-((3R,5S)-3,5-dimethylmorpholine-4-carbonyl)pyridin-2-ylamino)-1-methylpyridin-2(1H)-one